FC=1C(=C(C(=O)F)C=CC1F)NC1=C(C=C(C=C1)I)F 3,4-difluoro-2-(2-fluoro-4-iodophenylamino)benzoyl fluoride